N1(CCNCCNCCCCC1)C(CC(=O)O)C(=O)O 1,4,7-triazacyclododecane-1-butanedioic acid